COC1=CC2=CC3=C(C(OC3)=O)C(=C2C=C1OC)C=1C=C2C=CC(=NC2=CC1)C 6,7-dimethoxy-9-(2-methylquinolin-6-yl)naphtho[2,3-c]furan-1(3H)-one